N4-tert-butyl-2-chloro-N1-(4-chloro-3-(pyridin-2-yl)phenyl)terephthalamide C(C)(C)(C)NC(C1=CC(=C(C(=O)NC2=CC(=C(C=C2)Cl)C2=NC=CC=C2)C=C1)Cl)=O